C(C)(=O)O[C@@H]1CC[C@H](CC1)C1=NC=C2C=NC(=NN21)NC2=CC(=CC(=C2)F)Cl trans-4-(2-((3-chloro-5-fluorophenyl)amino)imidazo[5,1-f][1,2,4]triazin-7-yl)cyclohexyl acetate